1-(4-(4-((4-((2-(3-azabicyclo[3.1.0]hexan-3-yl)pyridin-4-yl)methoxy)-2-fluorophenyl)amino)-7H-pyrrolo[2,3-d]pyrimidin-5-yl)piperidin-1-yl)prop-2-en-1-one C12CN(CC2C1)C1=NC=CC(=C1)COC1=CC(=C(C=C1)NC=1C2=C(N=CN1)NC=C2C2CCN(CC2)C(C=C)=O)F